ClC=1C=C(C(=NC1)OC1=CN=C2C(=N1)N(C(=N2)C=2OC=CC2)C)OCC(F)F 6-((5-Chloro-3-(2,2-difluoroethoxy)pyridin-2-yl)oxy)-2-(furan-2-yl)-1-methyl-1H-imidazo[4,5-b]pyrazine